Cl.C[C@@H](CCC)NC=1N=CC2=C(N1)N(C=C2[C@@H]2CC[C@H](CC2)CN2CCNCC2)[C@@H]2CC[C@H](CC2)O trans-4-[2-[(2S)-pentan-2-ylamino]-5-[trans-4-(piperazin-1-ylmethyl)cyclohexyl]pyrrolo[2,3-d]pyrimidin-7-yl]cyclohexan-1-ol hydrochloride